C1(=CC=CC=C1)NS(=O)(=O)C1=CC=C(C2=CC=CC=C12)C1CCNCC1 N-phenyl-4-(piperidin-4-yl)naphthalene-1-sulfonamide